Cl.N[C@@H](C)C(=O)OC1CC1 Cyclopropyl L-Alaninate HCl Salt